ethyl 2-(1,1-dioxotetrahydro-2H-thiopyran-4-yl)-4-(2-((5-fluoropyridin-2-yl) amino)-2-oxoethyl)-7-oxo-4,7-dihydropyrazolo[1,5-a]pyrimidine-6-carboxylate O=S1(CCC(CC1)C1=NN2C(N(C=C(C2=O)C(=O)OCC)CC(=O)NC2=NC=C(C=C2)F)=C1)=O